1-[4-(Azetidin-3-yl)phenyl]-5-cyclopropyl-3-methyl-pyrazole N1CC(C1)C1=CC=C(C=C1)N1N=C(C=C1C1CC1)C